3-(4-chlorobenzyl)-1-(4-(3-methylpyridin-4-yl)phenyl)pyrrolidin-2-one 2-(3-trimethoxysilylpropylcarbamoyloxy)ethyl-prop-2-enoate CO[Si](CCCNC(=O)OCCOC(C=C)=O)(OC)OC.ClC1=CC=C(CC2C(N(CC2)C2=CC=C(C=C2)C2=C(C=NC=C2)C)=O)C=C1